[4-(3-cyanophenyl)-5-(4-methylquinazolin-6-yl)thiazol-2-yl]-4-oxa-1,9-diazaspiro[5.5]undecane-9-carboxamide C(#N)C=1C=C(C=CC1)C=1N=C(SC1C=1C=C2C(=NC=NC2=CC1)C)N1CCOCC12CCN(CC2)C(=O)N